C1(=C(C(=C(C=2C3=CC=CC=C3NC12)[2H])[2H])[2H])[2H] 9H-carbazole-1,2,3,4-d